C(=O)O.C=O formaldehyde, Formate salt